Glucosyl-(4-menthylcarbonyloxy) undecanoate C(CCCCCCCCCC)(=O)OOC(=O)C1(CCC(CC1)(C)C1[C@H](O)[C@@H](O)[C@H](O)[C@H](O1)CO)C(C)C